CC=1SC(=CC1C(=O)NC1=NC(=NS1)CC(C)(F)F)C1=CC(=CC=C1)OC 2-Methyl-5-(3-methoxyphenyl)-N-(3-(2,2-difluoropropyl)-1,2,4-thiadiazol-5-yl)thiophene-3-Formamide